O1C=CC2=C1C(=CC=C2)C=2C(=CC1=C(N(C(N=C1N1[C@H](CN(CC1)C(=O)OC(C)(C)C)C)=O)C=1C(=NC=CC1C)C(C)C)N2)F Tert-butyl (S)-4-(7-(benzofuran-7-yl)-6-fluoro-1-(2-isopropyl-4-methylpyridin-3-yl)-2-oxo-1,2-dihydropyrido[2,3-d]pyrimidin-4-yl)-3-methylpiperazine-1-carboxylate